5-[3-(4-Chlorophenyl)-3H-imidazo[4,5-c]pyridin-2-yl]-N-(oxan-4-yl)pyrazin-2-amine ClC1=CC=C(C=C1)N1C(=NC2=C1C=NC=C2)C=2N=CC(=NC2)NC2CCOCC2